CN(C1=CC=C(C=N1)CN1CCN(CC1)C1=CC=C(C=N1)C=1C=2N(C=C(N1)C=1C=NN(C1)C)N=CC2C#N)C 4-(6-(4-((6-(dimethylamino)pyridin-3-yl)methyl)piperazin-1-yl)pyridin-3-yl)-6-(1-methyl-1H-pyrazol-4-yl)pyrazolo[1,5-a]pyrazine-3-carbonitrile